ClC1=CC=C(C=C1)NC(=O)C=1C=C(N(C1C)C)OC(C1=CC=C(C(=C1)C#N)O)=O (4-{[(4-chlorophenyl) amino] carbonyl}-1,5-dimethyl-1H-pyrrol-2-yl)-5-cyano-4-hydroxybenzoate